benzyl (4-bromobutyl)carbamate BrCCCCNC(OCC1=CC=CC=C1)=O